4-(1H-benzimidazol-2-yl)-1,3-thiazole N1C(=NC2=C1C=CC=C2)C=2N=CSC2